COC1=C(C(=O)NC2=C(C=CC=C2)N2CCOCC2)C(=CC(=C1)C(C)(CCCCCC)C)OC 2,6-dimethoxy-4-(2-methyloctan-2-yl)-N-(2-morpholinophenyl)benzamide